The molecule is a fifteen-membered glycopeptide comprising glycyl, cyclohexylglycyl, alanyl, glycyl, tyrosyl, (5R)-5-(beta-D-galactopyranosyloxy)lysyl, glycyl. alpha-glutamyl, glutaminyl, glycyl, prolyl, lysyl, glycyl, alpha-glutamyl and threonine residues coupled in sequence. C[C@H]([C@@H](C(=O)O)NC(=O)[C@H](CCC(=O)O)NC(=O)CNC(=O)[C@H](CCCCN)NC(=O)[C@@H]1CCCN1C(=O)CNC(=O)[C@H](CCC(=O)N)NC(=O)[C@H](CCC(=O)O)NC(=O)CNC(=O)[C@H](CC[C@H](CN)O[C@H]2[C@@H]([C@H]([C@H]([C@H](O2)CO)O)O)O)NC(=O)[C@H](CC3=CC=C(C=C3)O)NC(=O)CNC(=O)[C@H](C)NC(=O)[C@H](C4CCCCC4)NC(=O)CN)O